CN1CC(NCC1=O)C(=O)N(C1=CC=C(C=C1)S(F)(F)(F)(F)F)C(C(NC1CCOCC1)=O)C=1C=NC=CC1 4-methyl-5-oxo-N-[2-oxo-1-(3-pyridyl)-2-(tetrahydropyran-4-ylamino)ethyl]-N-[4-(pentafluoro-λ6-sulfanyl)phenyl]piperazine-2-carboxamide